N-(4-((2-(1,1-difluoroethyl)-6-methylpyrimidin-4-yl)amino)-5-((1-methyl-1H-pyrazol-4-yl)methoxy)pyridin-2-yl)acetamide FC(C)(F)C1=NC(=CC(=N1)NC1=CC(=NC=C1OCC=1C=NN(C1)C)NC(C)=O)C